C(C1=CC=CC=C1)OCC(CCO[Si](C)(C)C(C)(C)C)O 1-(benzyloxy)-4-((tert-butyldimethylsilyl)oxy)butan-2-ol